O=C1NC(CCC1C=1C(=NC2=CC=CC=C2C1)C)=O 3-(2,6-dioxopiperidin-3-yl)-2-methylquinolin